(S)-3-((S)-2-(2-((2-fluorophenyl)amino)-2-oxoacetamido)-4-methylpentanamido)-2-oxo-4-((S)-2-oxopyrrolidin-3-yl)butyl methyl(phenyl)phosphinate CP(OCC([C@H](C[C@H]1C(NCC1)=O)NC([C@H](CC(C)C)NC(C(=O)NC1=C(C=CC=C1)F)=O)=O)=O)(=O)C1=CC=CC=C1